C(CC)C=1C=C(SC1)OOC=1SC=CC1 4-propyldioxydithiophene